(S)-2-(4-(5-chloro-2-(1H-tetrazol-1-yl)phenyl)-2,3-dioxopiperazin-1-yl)-3-(4-(4-(4-hydroxycyclohexyl)-2-oxopiperazin-1-yl)phenyl)propionic acid ClC=1C=CC(=C(C1)N1C(C(N(CC1)[C@H](C(=O)O)CC1=CC=C(C=C1)N1C(CN(CC1)C1CCC(CC1)O)=O)=O)=O)N1N=NN=C1